2-cyclobutyl-4-(1,1,2,2,2-pentafluoroethyl)imidazo[1,2-a]1,8-naphthyridine-8-carbohydrazide C1(CCC1)C=1C=C(C=2C=CC=3N(C2N1)C=C(N3)C(=O)NN)C(C(F)(F)F)(F)F